4-(7-amino-6-(methoxycarbonyl)benzo[d][1,3]dioxolan-4-yl)-5,6-dihydropyridine-1(2H)-carboxylic acid tert-butyl ester C(C)(C)(C)OC(=O)N1CC=C(CC1)C1=CC(=C(C=2OCOC21)N)C(=O)OC